NC1=NC(=CC(=C1)NCCCC)CC1=CC=C(C=C1)C(=O)N1CCOCC1 2-Amino-4-(butylamino)-6-(4-(morpholine-4-carbonyl)benzyl)pyridine